BrC=1SC(=CC1C=O)Br 2,5-Dibromothiophene-3-carbaldehyde